Rel-5-[[2-[(2S,5R)-2-[6-(methanesulfonamido)-3-pyridyl]-5-methyl-1-piperidyl]-2-oxo-acetyl]amino]pyridine-3-carboxamide CS(=O)(=O)NC1=CC=C(C=N1)[C@H]1N(C[C@@H](CC1)C)C(C(=O)NC=1C=C(C=NC1)C(=O)N)=O |o1:11,14|